(E)-4-bromo-N-(2,6-difluoro-4-(8-(2-methyl-3-oxo-6-(trifluoromethyl)isoindolin-5-yl)indolizine-3-carbonyl)phenyl)but-2-enamide BrC/C=C/C(=O)NC1=C(C=C(C=C1F)C(=O)C1=CC=C2C(=CC=CN12)C=1C=C2C(N(CC2=CC1C(F)(F)F)C)=O)F